CC1(C(C(=C[C@]2(CCN(C2)C(=O)C2=CC3=CC=CC=C3C=C2)C1)C#N)=O)C (5R)-9,9-dimethyl-2-(naphthalene-2-carbonyl)-8-oxo-2-azaspiro[4.5]dec-6-ene-7-carbonitrile